4-Fluoro-1-(4-(4-(2-methoxyethoxy)phenyl)pyrimidin-2-yl)-N-(4-methyl-1-azabicyclo[3.2.2]nonan-4-yl)piperidine-4-carboxamide FC1(CCN(CC1)C1=NC=CC(=N1)C1=CC=C(C=C1)OCCOC)C(=O)NC1(CCN2CCC1CC2)C